2-(cyclohexylmethyl)-6-(3,4-dimethoxyphenyl)-4-(trifluoromethyl)pyridazin-3(2H)-one C1(CCCCC1)CN1N=C(C=C(C1=O)C(F)(F)F)C1=CC(=C(C=C1)OC)OC